COCCS(=O)(=O)N1CC(N(CC1)C1=CC(=CC(N1)=O)N1C(COCC1)C)C(F)(F)F 6-[4-(2-methoxyethylsulfonyl)-2-(trifluoromethyl)piperazin-1-yl]-4-(3-methylmorpholin-4-yl)-1H-pyridin-2-one